4-(Dimethylamino)-N-(1-oxohexadecan-7-yl)-N-(5-oxopentyl)butanamide CN(CCCC(=O)N(CCCCC=O)C(CCCCCC=O)CCCCCCCCC)C